2-(3-bromophenyl)-2-methylpropionitrile BrC=1C=C(C=CC1)C(C#N)(C)C